(3-bromophenyl)pentenoic acid BrC=1C=C(C=CC1)C(C(=O)O)=CCC